C(C(C)C)(=O)O.C1(=CC=CC=C1)C=1C(=CC=CC1)C1=CC=CC=C1 terphenyl isobutyrate